CC=1C(=C2C=NN(C2=CC1C)C1OCCCC1)C1=CC=C2C=NC(=NC2=C1F)OC[C@]12CCCN2C[C@@H](C1)F 7-(5,6-dimethyl-1-(tetrahydro-2H-pyran-2-yl)-1H-indazol-4-yl)-8-fluoro-2-(((2R,7aS)-2-fluorohexahydro-1H-pyrrolizine-7a-yl)methoxy)quinazoline